ClC1=C(C=CC=C1)[C@@H]([C@H](C)C=1N(C(C(=C(N1)C(=O)NC=1C=NOC1)O)=O)C)C=1C=NN(C1)CC(C)(C)O 2-((1s,2s)-1-(2-chlorophenyl)-1-(1-(2-hydroxy-2-methylpropyl)-1H-pyrazol-4-yl)propan-2-yl)-5-hydroxy-N-(isoxazol-4-yl)-1-methyl-6-oxo-1,6-dihydropyrimidine-4-carboxamide